BrC1=CC=C(C(=O)NCC2=CC=C(C=C2)S(=O)(=O)CC)C=C1 4-bromo-N-(4-(ethylsulfonyl)benzyl)benzamide